C(C)(C)(C)N(C(O)=O)CCONC(=O)[C@H]1N2C(N([C@H](CC1)C2)OCC2=CC=CC=C2)=O.BrC(C(=O)C=2C=CC=1N(C3=CC=C(C=C3C1C2)[N+](=O)[O-])CC)CC 2-bromo-1-(9-ethyl-6-nitro-9H-carbazol-3-yl)butan-1-one tert-butyl-{2-[({[(2S,5R)-6-benzyloxy-7-oxo-1,6-diazabicyclo[3.2.1]oct-2-yl]carbonyl}amino)oxy]ethyl}carbamate